3-amino-6-chloro-5-(3,4-difluorophenyl)pyrazine-2-carboxylic acid methyl ester COC(=O)C1=NC(=C(N=C1N)C1=CC(=C(C=C1)F)F)Cl